1-(3-Phenyl-adamantan-1-yl)-ethanone C1(=CC=CC=C1)C12CC3(CC(CC(C1)C3)C2)C(C)=O